C1(OC(CO1)C1CC(CCC1C(C)C)C)=O menthylethylene carbonate